4-(2-(cyclopropanesulfonylamino)pyrimidin-4-yl)-N-(5-(6-ethoxypyrazin-2-yl)pyridin-2-yl)-1-(2-methoxyacetyl)piperidine-4-carboxamide C1(CC1)S(=O)(=O)NC1=NC=CC(=N1)C1(CCN(CC1)C(COC)=O)C(=O)NC1=NC=C(C=C1)C1=NC(=CN=C1)OCC